N-(3-chloro-4-fluoro-phenyl)-6-(1,6-diazaspiro[3.3]heptan-6-yl)pyrido[3,2-d]pyrimidin-4-amine ClC=1C=C(C=CC1F)NC=1C2=C(N=CN1)C=CC(=N2)N2CC1(CCN1)C2